BrC1=CC2=CC=C(C=C2C=C1)Br 2,6-dibromo-naphthalene